N-(4-(3-(3,5-dimethylisoxazol-4-yl)-5-methylphenoxy)-3-methylphenyl)-3-(piperidin-1-yl)propanamide CC1=NOC(=C1C=1C=C(OC2=C(C=C(C=C2)NC(CCN2CCCCC2)=O)C)C=C(C1)C)C